7-[2-(4-benzo[d]isothiazol-3-yl-piperazin-1-yl)-ethyl]-2-methyl-6,7-dihydro-5H-imidazo[1,2-a]pyrazin-8-one S1N=C(C2=C1C=CC=C2)N2CCN(CC2)CCN2C(C=1N(CC2)C=C(N1)C)=O